SCCO Beta-MercaptoEthanol